S1C2=C(C(=C1)C=1C=C(C=CC1)[C@H](C(=O)N1CC3=C(CCC1)N=C(NC3=O)C3(CC3)C3=CC=CC=C3)O)C=CC=C2 (R)-6-(2-(3-(benzo[b]thiophen-3-yl)phenyl)-2-hydroxyacetyl)-2-(1-phenylcyclopropyl)-3,5,6,7,8,9-hexahydro-4H-pyrimido[5,4-c]azepin-4-one